O1CCN(CC1)C1=CC=2N(C(=N1)OC1CCC(CC1)NC1=NC=CN=C1C(F)(F)F)N=CN2 N-((1s,4s)-4-((7-morpholino-[1,2,4]triazolo[1,5-c]pyrimidin-5-yl)oxy)cyclohexyl)-3-(trifluoromethyl)pyrazin-2-amine